C(CCCCCCCCCCC)C=1C=C(SC1CCCCCCCCCCCC)C1=C2C(SC(=C2)SC)=C(C2=C1SC(=C2)SC)C=2SC(=C(C2)CCCCCCCCCCCC)CCCCCCCCCCCC 4,8-bis(4,5-didodecylthiophen-2-yl)-2,6-bis(methylthio)benzo[1,2-b:4,5-b']dithiophene